5-isopropyl-6-(1-methyl-1H-benzo[d]imidazol-4-yl)-3-((6'-methyl-2,3,5,6,6',7'-hexahydrospiro[pyran-4,5'-pyrrolo[3,4-b]pyridin]-2'-yl)amino)picolinonitrile C(C)(C)C=1C=C(C(=NC1C1=CC=CC=2N(C=NC21)C)C#N)NC2=CC=C1C(=N2)CN(C12CCOCC2)C